1,3-bis[(2-isopropoxycyclohexane-1-yl)methyl]imidazolium trans-tert-butyl-N-(4-anilinocyclohexyl)carbamate C(C)(C)(C)OC(N[C@@H]1CC[C@H](CC1)NC1=CC=CC=C1)=O.C(C)(C)OC1C(CCCC1)CN1C=[N+](C=C1)CC1C(CCCC1)OC(C)C